[Cl-].CC(=CC[P+](C1=CC=CC=C1)(C1=CC=CC=C1)C1=CC=CC=C1)C=CC1=C(CCCC1(C)C)C 3-methyl-5-(2,6,6-trimethyl-1-cyclohexen-1-yl)-2,4-pentadienyl-triphenylphosphonium chloride